(E,E)-5-Phenyl-2,4-pentadienal C1(=CC=CC=C1)/C=C/C=C/C=O